{[3-(3,4-dimethoxybenzyl)-1-(1-oxidotetrahydro-2H-thiopyran-4-yl)-2,4-dioxo-1,2,3,4-tetrahydroquinazolin-6-yl]oxy}acetonitrile COC=1C=C(CN2C(N(C3=CC=C(C=C3C2=O)OCC#N)C2CCS(CC2)=O)=O)C=CC1OC